N-(1-isopropylpiperidin-4-yl)-6-methoxy-2-morpholino-7-(3-(pyrrolidin-1-yl)propoxy)quinolin-4-amine C(C)(C)N1CCC(CC1)NC1=CC(=NC2=CC(=C(C=C12)OC)OCCCN1CCCC1)N1CCOCC1